tert-butyl 6-[[(5-bromo-3-methylpyrazin-2-yl)oxy]methyl]-3-azabicyclo[3.1.0]hexane-3-carboxylate BrC=1N=C(C(=NC1)OCC1C2CN(CC12)C(=O)OC(C)(C)C)C